C(N)(=O)C1=CC2=C(N(C=N2)CC2=CC=C(C=C2)B(O)O)C=C1[N+](=O)[O-] (4-((5-carbamoyl-6-nitro-1H-benzo[d]imidazol-1-yl)methyl)phenyl)boronic acid